C(C)(C)(C)C1=CN=C(N1)[C@@]1(CN(CC1)C(C)(C)C=1C=CC(=NC1)C)CCC=1SC(=CC1)F |o1:9| (S or R)-5-(2-(3-(5-(tert-butyl)-1H-imidazol-2-yl)-3-(2-(5-fluoro-thiophen-2-yl)ethyl)pyrrolidin-1-yl)propan-2-yl)-2-methylpyridine